ClC=1C=C(C=CC1F)NC1=NC=NC2=CC(=C(C=C12)NC(C=CCN1CCCCC1)=O)OCCF 4-Piperidin-1-yl-but-2-enoic acid [4-(3-chloro-4-fluoro-phenylamino)-7-fluoroethoxy-quinazolin-6-yl]-amide